[Cl-].[Cl-].CC=1C(C2=CC=CC(=C2C1)C1=CC=C(C=C1)C(C)(C)C)[Zr+2] (2-methyl-4-(p-tert-butyl-phenyl)indenyl)-zirconium dichloride